[Cr](=O)(=O)([O-])O[Cr](=O)(=O)[O-].[Na+].[Na+] Natrium dichromat